ClC1=CC=CC(=N1)C=1CC=NCC1 6-chloro-3',6'-dihydro-[2,4'-bipyridine]